n-Cetane CCCCCCCCCCCCCCCC